N-[(5-methoxy-3-pyridinyl)methyl]methanesulfonamide COC=1C=C(C=NC1)CNS(=O)(=O)C